5-(4-chlorophenyl)-3-(2-(3,3-difluoroazetidin-1-yl)-2-oxoethyl)thieno[3,4-d]pyrimidin-4(3H)-one ClC1=CC=C(C=C1)C=1SC=C2N=CN(C(C21)=O)CC(=O)N2CC(C2)(F)F